(3s,6s)-6-(((1H-1,2,3-triazol-4-yl)methyl)carbamoyl)-4-oxo-1,2,3,4,6,7-hexahydroazepin N1N=NC(=C1)CNC(=O)[C@H]1CC(CCNC1)=O